CC1=C(C(=C(C1([Hf]C1(C=CC2=CC=3CCCC3C=C12)CC(C)C)C)C)C)C pentamethylcyclopentadienyl(1-isobutyl-1,5,6,7-tetrahydro-s-indacenyl)hafnium